ClC1=CC=C(C=C1)C1=C(CCC(C1)(C)C)CN1CCC2(CC(C2)SC=2C=C3CN(C(C3=CC2)=O)C2C(NC(CC2)=O)=O)CC1 3-(5-((7-((4'-chloro-5,5-dimethyl-3,4,5,6-tetrahydro-[1,1'-biphenyl]-2-yl)methyl)-7-azaspiro[3.5]nonan-2-yl)thio)-1-oxoisoindolin-2-yl)piperidine-2,6-dione